FC1=C(C=CC=C1)C1=C(N=C(C=2N1N=CC2CO)N2CCC1(CC2)[C@@H](C=2C(=NC=CC2)C1)N[S@](=O)C(C)(C)C)C (R)-N-[(5S)-1'-[7-(2-fluorophenyl)-3-(hydroxymethyl)-6-methyl-pyrazolo[1,5-a]pyrazin-4-yl]spiro[5,7-dihydrocyclopenta[b]pyridin-6,4'-piperidin]-5-yl]-2-methyl-propane-2-sulfinamide